N1CC(C1)CN1CCC(CC1)NC(OCC1=CC=CC=C1)=O benzyl (1-(azetidin-3-ylmethyl)piperidin-4-yl)carbamate